methyl 4-(bis(4-methoxybenzyl)amino)-1-(4-(hydroxymethyl)-2,6-dimethylphenyl)-6-oxo-1,6-dihydropyrimidine-5-carboxylate COC1=CC=C(CN(C=2N=CN(C(C2C(=O)OC)=O)C2=C(C=C(C=C2C)CO)C)CC2=CC=C(C=C2)OC)C=C1